C(C)(C)(C)OC(=O)N[C@H]([C@H]1CO1)CC1=CC(=CC(=C1)F)F (2s,3s)-1,2-epoxy-3-(tert-butoxycarbonylamino)-4-(3,5-difluorophenyl)butane